3-isopropyl-2-(7-methoxy-2,3-dihydrobenzofuran-4-yl)-5-(piperidin-4-yl)-1H-indole hydrochloride Cl.C(C)(C)C1=C(NC2=CC=C(C=C12)C1CCNCC1)C1=CC=C(C2=C1CCO2)OC